CSC1=NC(=CC(=N1)N)C1=CC=CC=C1 2-(methylthio)-6-phenylpyrimidin-4-amine